[O].[Ce].[Fe].FC(C=1C=C(C=CC1)C(C)NC(CC)=O)(F)F N-(1-(3-(trifluoromethyl)phenyl)ethyl)propanamide iron-cerium oxygen